C(C)(C)(C)NC(C)C t-butyl-(prop-2-yl)amine